4,5-diaminoisophthalonitrile NC1=C(C=C(C#N)C=C1N)C#N